ClC1=C(C(=O)NCC(N2CCC(CC2)COC2=NC=NC(=C2C)F)C2=C(N=CS2)C(F)F)C(=CC=C1)F 2-Chloro-N-{2-[4-(difluoromethyl)-1,3-thiazol-5-yl]-2-(4-{[(6-fluoro-5-methylpyrimidin-4-yl)oxy]methyl}piperidin-1-yl)ethyl}-6-fluorobenzamide